4-(4-(4-((2-(2,6-dioxopiperidin-3-yl)-1,3-dioxoisoindolin-4-ylamino)methyl)benzyl)piperazin-1-yl)-3-fluorobenzonitrile O=C1NC(CCC1N1C(C2=CC=CC(=C2C1=O)NCC1=CC=C(CN2CCN(CC2)C2=C(C=C(C#N)C=C2)F)C=C1)=O)=O